ethyl (3S,6S,9S,12S,E)-9-isobutyl-6-isopropyl-3-methyl-1,4,7,10-tetraoxo-12-(((S)-2-oxopyrrolidin-3-yl)methyl)-1-(3-(pyridin-2-yl)phenyl)-2,5,8,11-tetraazapentadec-13-en-15-oate C(C(C)C)[C@H](NC([C@@H](NC([C@@H](NC(C1=CC(=CC=C1)C1=NC=CC=C1)=O)C)=O)C(C)C)=O)C(N[C@H](\C=C\C(=O)OCC)C[C@H]1C(NCC1)=O)=O